FC1=C2NC(C=3N(C2=C(C(=C1)C1=C2C=CNC2=CC=C1)C)C(=NN3)C)(C)C 4-(6-Fluoro-1,4,4,9-tetramethyl-5H-[1,2,4]triazolo[4,3-a]quinoxalin-8-yl)-1H-indole